O=C1NC(CCC1N1C(N(C2=C1C=CC(=C2)CCCOCCOCCOCC(=O)OC(C)(C)C)C)=O)=O tert-butyl 2-[2-(2-[3-[1-(2,6-dioxopiperidin-3-yl)-3-methyl-2-oxo-2,3-dihydro-1H-1,3-benzodiazol-5-yl]propoxy]ethoxy)ethoxy]acetate